N-phenyl-N-(thiophen-2-ylmethyl)benzofuran-2-carboxamide C1(=CC=CC=C1)N(C(=O)C=1OC2=C(C1)C=CC=C2)CC=2SC=CC2